C(C1=CC=CC=C1)OC1=NC(=CC=C1N1C(CC2=C(C=CC=C12)Br)=O)OCC1=CC=CC=C1 1-(2,6-bis(benzyloxy)pyridin-3-yl)-4-bromoindol-2-one